4-{2-[(cyclopropylmethyl)amino]phenyl}-6-methyl-1,6-dihydro-7H-pyrrolo[2,3-c]pyridin-7-one C1(CC1)CNC1=C(C=CC=C1)C=1C2=C(C(N(C1)C)=O)NC=C2